BrC1=CC=2C3(C4=CC(=CC=C4C2C=C1)Br)C1=CC(=CC=C1C=1C=CC(=CC13)Br)Br 2,2',7,7'-tetrabromo-9,9'-spirobifluorene